ClCC1=CC=C(C=C1)C(C#N)C 2-(4-(chloromethyl)phenyl)propionitrile